NC1=C(N=CC(=N1)N1CCC2(CC1)[C@@H](COC1=CC=CC=C12)N)SC1=C(C(=NC=C1)N)Cl (S)-1'-(6-amino-5-((2-amino-3-chloropyridin-4-yl)thio)pyrazin-2-yl)spiro[chromane-4,4'-piperidin]-3-amine